C(C1=CC=CC=C1)OC1CC2(COCC3=C(C=CC=C23)F)CCC1 3-(benzyloxy)-8'-fluorospiro[cyclohexane-1,4'-isochromane]